[18F]C(=O)C[C@@H](O)[C@H](O)[C@H](O)CO [18F]fluoro-deoxymannose